ClC1=C(C=CC=C1Cl)N1CCN(CC1)CC[C@@H]1CC[C@H](CC1)NC(OC(C)(C)C)=O Tert-butyl (trans-4-(2-(4-(2,3-dichlorophenyl)piperazin-1-yl)ethyl)cyclohexyl)carbamate